1-(4-{[6-(2-chlorophenyl)-5-oxo-5,6-dihydroimidazo[1,2-a]pyrimido[5,4-e]pyrimidin-2-yl]amino}phenyl)-N-methylmethanesulfonamide ClC1=C(C=CC=C1)N1C=2N(C3=C(C1=O)C=NC(=N3)NC3=CC=C(C=C3)CS(=O)(=O)NC)C=CN2